CC/C(=N\\N(C)C)/C1=C(NC2=C1C=C(C=C2)C(=O)C)O The molecule is a member of the class of oxindoles that is 5-acetyl-3-methylidene-1,3-dihydro-2H-indol-2-one in which one of the hydrogens of the methylidene group is substituted by a 2,2-dimethylhydrazinyl group and the other hydrogen is substituted by an ethyl group. It is a DYRK1B kinase inhibitor. It has a role as an EC 2.7.12.* [dual-specificity kinases (those acting on Ser/Thr and Tyr residues)] inhibitor. It is a member of oxindoles, an aromatic ketone, a methyl ketone and a member of hydrazines.